3-Bromo-5-[(2,2-difluorocyclopropyl)methoxy]benzoic acid BrC=1C=C(C(=O)O)C=C(C1)OCC1C(C1)(F)F